1-(3-methoxycyclobutyl)-1H-pyrazol-3-amine COC1CC(C1)N1N=C(C=C1)N